FC(C1=NN(C=C1C(=O)C=1C(CC(CC1O)(C)C)=O)CC1=NC=CC(=C1C)OCCCOC)F 2-(3-(Difluoromethyl)-1-((4-(3-methoxypropoxy)-3-methylpyridin-2-yl)methyl)-1H-pyrazole-4-carbonyl)-3-hydroxy-5,5-dimethylcyclohex-2-en-1-one